(E)-3-(dimethylamino)-1-(4-methoxynaphthalen-1-yl)-2-(4-methoxy-3-nitrophenyl)prop-2-en-1-one CN(/C=C(/C(=O)C1=CC=C(C2=CC=CC=C12)OC)\C1=CC(=C(C=C1)OC)[N+](=O)[O-])C